ClC=1C=C(C(=C(C1)OCOC)I)C(F)(F)F 5-chloro-2-iodo-1-(methoxymethoxy)-3-(trifluoromethyl)benzene